C1(=CC(=CC=C1)CC1N(CC2(CC2)C1NS(=O)(=O)C)C(=O)N1CC(C1)C)C1=CC=CC=C1 N-(6-([1,1'-biphenyl]-3-ylmethyl)-5-(3-methylazetidine-1-carbonyl)-5-azaspiro[2.4]heptan-7-yl)methanesulfonamide